Br[C@H](C(=O)O)CCC(=O)O (S)-2-bromoglutaric acid